C(C)(C)(C)OC(=O)N1C[C@H](C[C@H](C1)O)F (3S,5R)-3-fluoro-5-hydroxypiperidine-1-carboxylic acid tert-butyl ester